2,3-bis(non-8-enoxy)propanoic acid C(CCCCCCC=C)OC(C(=O)O)COCCCCCCCC=C